2-ethyl-4-(piperazine-1-carbonyl)phthalazin-1-one C(C)N1C(C2=CC=CC=C2C(=N1)C(=O)N1CCNCC1)=O